BrC1=CC(=C(OC=2C=CC(=C(C(=O)N[C@@H]3COCC3)C2)OC)C(=C1)Cl)Cl (S)-5-(4-bromo-2,6-dichlorophenoxy)-2-methoxy-N-(tetrahydrofuran-3-yl)benzamide